FC1=C(C=C(C=C1)NC(C1=CC(=CC=C1)C(F)(F)F)=O)C(=O)C=1C=C2N=CC=NC2=CC1 N-(4-fluoro-3-(quinoxaline-6-carbonyl)phenyl)-3-(trifluoromethyl)benzamide